CS(=O)(=O)N1C=C(C=C1)C(=O)NCC1=NC=C2C=CC(=NC2=C1)C1=CC(=CC=C1)C1=CC=NC=C1 1-(methylsulfonyl)-N-((2-(3-(pyridin-4-yl)phenyl)-1,6-naphthyridin-7-yl)methyl)-1H-pyrrole-3-carboxamide